1-[(5-Bromo-3-pyridyl)methyl]-6-[3-(trifluoromethyl)phenyl]pyrazolo[4,3-b]pyridine BrC=1C=C(C=NC1)CN1N=CC2=NC=C(C=C21)C2=CC(=CC=C2)C(F)(F)F